FC1=C(C=CC=C1C[C@@H]1N(CC2(CC2)[C@@H]1NS(=O)(=O)CC)C(=O)[C@@H]1OCC1)C1=CC(=CC=C1)F N-((6S,7S)-6-((2,3'-difluoro-[1,1'-biphenyl]-3-yl)methyl)-5-((R)-oxetane-2-carbonyl)-5-azaspiro[2.4]heptan-7-yl)ethanesulfonamide